5-bromo-N-(4-chlorophenyl)pyridin-2-amine BrC=1C=CC(=NC1)NC1=CC=C(C=C1)Cl